N1N=CC2=CC(=CC=C12)C1=CNC2=NC=CC(=C21)N2CCCCC2 3-(1H-indazol-5-yl)-4-(1-piperidyl)-1H-pyrrolo[2,3-b]pyridine